tert-butyl (S)-(1-(2,6-dimethyl-4-(methylcarbamoyl)phenyl)-3-(1,3-dioxoisoindolin-2-yl)propan-2-yl)carbamate CC1=C(C(=CC(=C1)C(NC)=O)C)C[C@@H](CN1C(C2=CC=CC=C2C1=O)=O)NC(OC(C)(C)C)=O